N-(2-hydroxyethyl)-N-(octyl)-beta-alanine monosodium salt [Na+].OCCN(CCC(=O)[O-])CCCCCCCC